C(=O)[O-].C(CCC)[NH2+]CCCC dibutyl-ammonium formate